C(C)(C)(C)OC(=O)N1CC2(C(C2C1)C(NC(C)(C)C1=NN(C2=CC=CC=C12)C)=O)C 1-methyl-6-((2-(1-methyl-1H-indazol-3-yl)propan-2-yl)carbamoyl)-3-azabicyclo[3.1.0]hexane-3-carboxylic acid tert-butyl ester